bis(dimethylolpropane) tetraacrylate C(C=C)(=O)O.C(C=C)(=O)O.C(C=C)(=O)O.C(C=C)(=O)O.C(O)C(C)(C)CO.C(O)C(C)(C)CO